3-methyl-4-oxo-3,4-dihydroquinazoline-6-carbonyl chloride CN1C=NC2=CC=C(C=C2C1=O)C(=O)Cl